O1C(=CC=C1)C=1C=C(C=C(C1)C)NCC=1N=CC(=NC1)CN1[C@@H]([C@H]([C@@H]([C@H](C1)O)O)O)CO (2R,3R,4R,5S)-1-{[5-({[3-(furan-2-yl)-5-methylphenyl]amino}methyl)pyrazin-2-yl]methyl}-2-(hydroxymethyl)piperidine-3,4,5-triol